(2-chloro-4,5-difluorophenyl)acetic acid ClC1=C(C=C(C(=C1)F)F)CC(=O)O